C1=CC=CC=2C3=CC=CC=C3C(C12)COC(=O)N[C@H](C(=O)N[C@H](C(=O)NC=1C=CC(=C(C1)S(=O)(=O)[O-])CO)C)C(C)C.[Na+] sodium 5-[[(2S)-2-[[(2S)-2-(9H-fluoren-9-ylmethoxy carbonylamino)-3-methyl-butanoyl]amino]propanoyl]amino]-2-(hydroxymethyl)benzenesulfonate